(3S)-ethyl 3-(2-(5-(2-(5-azaspiro[2.3]hexan-5-yl)ethyl)-2-oxo-4-(trifluoromethyl)pyridin-1(2H)-yl)-4-methylpentanamido)-3-(4-fluoro-2',4',5,6'-tetramethylbiphenyl-3-yl)propanoate C1CC12CN(C2)CCC=2C(=CC(N(C2)C(C(=O)N[C@@H](CC(=O)OCC)C=2C=C(C=C(C2F)C)C2=C(C=C(C=C2C)C)C)CC(C)C)=O)C(F)(F)F